NC1=C(C2=C(OCCO2)C=C1N)N1CCNCC1 6,7-Diamino-5-(piperazin-1-yl)-2,3-dihydro-1,4-benzodioxine